CNC(=O)C1=CC=C(C=N1)NC(=O)C1CC12CCN(CC2)C(=O)OC(C)(C)C t-butyl 1-((6-(methylcarbamoyl)pyridin-3-yl)carbamoyl)-6-azaspiro[2.5]octane-6-carboxylate